C(CCC(=O)[O-])(=O)OC=CCCCCCCCCCCCC.[Al+3].C(=CCCCCCCCCCCCC)OC(CCC(=O)[O-])=O.C(=CCCCCCCCCCCCC)OC(CCC(=O)[O-])=O aluminum tetradecenyl succinate